C(C)(C)C1(C=CC=C1)[Zn]C1(C=CC=C1)C(C)C bis(isopropylcyclopentadienyl)zinc